BrC=1C(=C(C=C(C1)F)NC(/C=N/O)=O)C (2E)-N-(3-bromo-5-fluoro-2-methylphenyl)-2-(N-hydroxyimino)acetamide